2-propylmorpholine C(CC)C1CNCCO1